ClC=1C=2N(C=C(N1)C1=CC(=NC=C1C)[C@@H](C)NCC)N=CN2 (R)-1-(4-(8-chloro-[1,2,4]triazolo[1,5-a]pyrazin-6-yl)-5-methylpyridin-2-yl)-N-ethylethan-1-amine